2-(((2-(6-fluoro-4-methylpyridin-2-yl)-1,6-naphthyridin-7-yl)methyl)carbamoyl)benzoic acid FC1=CC(=CC(=N1)C1=NC2=CC(=NC=C2C=C1)CNC(=O)C1=C(C(=O)O)C=CC=C1)C